COC1=NN(C=C1NC(C1=CC(=C(C=C1)C)C#CC=1C=NC=CC1)=O)CC(F)(F)F N-[3-methoxy-1-(2,2,2-trifluoroethyl)-1H-pyrazol-4-yl]-4-methyl-3-[2-(pyridin-3-yl)ethynyl]benzamide